C1(CC1)[C@H]1CN(C[C@H](O1)C=1C=NN(C1)C(F)F)C1=NC2=NC(=C(N=C2C(=N1)C1=C(C=C(C=C1)C(F)(F)F)F)C)C (2S,6R)-2-cyclopropyl-6-[1-(difluoromethyl)pyrazol-4-yl]-4-[4-[2-fluoro-4-(trifluoromethyl)phenyl]-6,7-dimethyl-pteridin-2-yl]morpholine